COC1=CC2=C(N(C=N2)C2=CC(=C(C(=N2)C2=CC(NC=C2)=O)C(C)O)C)C=C1OC 6-(5,6-dimethoxy-1H-benzo[d]imidazol-1-yl)-3-(1-hydroxyethyl)-r-methyl-[2,4'-bipyridin]-2'(1'H)-one